C(C)[C@H]1N(C[C@@H](N(C1)C1=NC(N(C=2N1N=C(C2)CO)C)=O)C)C(=O)OC(C)(C)C tert-butyl (2R,5S)-2-ethyl-4-(7-(hydroxymethyl)-1-methyl-2-oxo-1,2-dihydropyrazolo[1,5-a][1,3,5]triazin-4-yl)-5-methylpiperazine-1-carboxylate